ClC=1C=CC(=C(C=O)C1)C1=C2N=C(C(=NC2=CC=C1)C1=CC=CC=C1)C1=CC=CC=C1 5-chloro-2-(2,3-diphenylquinoxalin-5-yl)benzaldehyde